2,2-bis(3-nonyl-4-hydroxyphenyl)-4-methylpentane C(CCCCCCCC)C=1C=C(C=CC1O)C(C)(CC(C)C)C1=CC(=C(C=C1)O)CCCCCCCCC